trioctylmethyl-ammonium dihexyl-diglycolamate C(CCCCC)OC(COCC(=O)NCCCCCC)=O.C(CCCCCCC)[N+](C)(CCCCCCCC)CCCCCCCC